(2S)-2-[9H-fluoren-9-ylmethoxycarbonyl(methyl)amino]pent-4-ynoic acid C1=CC=CC=2C3=CC=CC=C3C(C12)COC(=O)N([C@H](C(=O)O)CC#C)C